C(#N)C=1C(=NC(=CC1N1CCOCC1)C=1SC=CC1)OCC1=CC=C(C(=O)O)C=C1 4-(3-Cyano-4-morpholin-4-yl-6-thiophen-2-yl-pyridin-2-yloxymethyl)-benzoic acid